NC1=CC=C(OC2=C(C(=O)NCCC3=CC(=C(C=C3)O)O)C=C(C(=C2)C(=O)NCCC2=CC(=C(C=C2)O)O)OC2=CC=C(C=C2)N)C=C1 2,5-bis(4-aminophenoxy)-N1,N4-bis(3,4-dihydroxyphenethyl)terephthalamide